FC1=C(C=C(C(=C1)F)F)CC(CC(=O)OC)=O methyl 2,4,5-trifluorophenylacetoacetate